O=C1NC(CCC1C1=NN(C2=C(C(=CC=C12)C1CCN(CC1)C(=O)OC(C)(C)C)O)C)=O tert-butyl 4-[3-(2,6-dioxo-3-piperidyl)-7-hydroxy-1-methyl-indazol-6-yl]piperidine-1-carboxylate